4'-hexadecyloxy-4-biphenylmethanol C(CCCCCCCCCCCCCCC)OC1=CC=C(C=C1)C1=CC=C(C=C1)CO